ClC1=C(C(=CC=2C3=C(C=NC12)C(N([C@H]3C)C(=O)OC(C)(C)C)C(=O)OC)OC)Cl 2-(tert-butyl) 3-methyl (1S)-6,7-dichloro-8-methoxy-1-methyl-1,3-dihydro-2H-pyrrolo[3,4-c]quinoline-2,3-dicarboxylate